C(CCCCCCCCCCCCCCC)OP(O)(O)=O monocetyl-phosphoric acid